OC1CC(C1)C(=O)NC1=CC2=C(C=N1)C=C(N2)C2=NC(=NC=C2)OC (1r,3r)-3-hydroxy-N-(2-(2-methoxypyrimidin-4-yl)-1H-pyrrolo[3,2-c]pyridin-6-yl)cyclobutanecarboxamide